COC1=C(CNC=C(C(=O)OCC)C2=C(C(=O)OCC)C=C(C(=C2)OC)OC)C=CC(=C1)OC Ethyl 2-(1-((2,4-dimethoxybenzyl) amino)-3-ethoxy-3-oxoprop-1-en-2-yl)-4,5-dimethoxybenzoate